S1C(=CC=C1)C(=O)NC=1[Se]C(=CN1)C(=O)NC1=CC(=CC=C1)C 2-(thiophene-2-carboxamido)-N-m-methylphenyl-1,3-selenazole-5-carboxamide